(3,3-dimethylcyclohexyl)methanol CC1(CC(CCC1)CO)C